C(C1=CC=CC=C1)N1CC2(C(C1)C(=O)OCC)CCN(CC2)C(=O)OC(C)(C)C 8-(tert-butyl) 4-ethyl 2-benzyl-2,8-diazaspiro[4.5]decane-4,8-dicarboxylate